C(CCCCC)(=O)OCCCCCC(CCCC)N(CCO)CCCNCCCCCC(=O)OC(CC)CCC 6-((3-((6-((3-hexyl)oxy)-6-oxohexyl)amino)propyl)(2-hydroxyethyl)amino)decyl hexanoate